4-(2-(1H-pyrazol-3-yl)cyclopropyl)-1-methyl-1H-pyrazole N1N=C(C=C1)C1C(C1)C=1C=NN(C1)C